6-(1-methyl-1H-pyrazol-4-yl)-4-(4-(piperazin-1-yl)phenyl)pyrazolo[1,5-a]pyridine-3-carbonitrile CN1N=CC(=C1)C=1C=C(C=2N(C1)N=CC2C#N)C2=CC=C(C=C2)N2CCNCC2